N1C=C(C2=CC=CC=C12)C[C@@H](C(=O)N[C@H](C(=O)OC(C)C)CCC(C=[N+]=[N-])=O)NC(C1=CN=CC=C1)=O Isopropyl (S)-2-((S)-3-(1H-indol-3-yl)-2-(nicotinamido)propanamido)-6-diazo-5-oxohexanoate